N=1N=CN(C1)C1=CC(=C2C=NNC2=C1)NCCOCCCCNCC1=NC2=C(N1C(=O)OC(C)(C)C)C=C(C=C2)Cl tert-Butyl 2-(((4-(2-((6-(4H-1,2,4-triazol-4-yl)-1H-indazol-4-yl)amino)ethoxy)butyl)amino)methyl)-6-chloro-1H-benzo[d]imidazole-1-carboxylate